6-methoxy-1,2-dimethyl-1,2,3,4-tetrahydroisoquinoline-7-amine COC=1C=C2CCN(C(C2=CC1N)C)C